2-[1-(7-methyl-2-(morpholin-4-yl)-4-oxo-4H-pyrido[1,2-a]pyrimidin-9-yl)ethylamino]benzoic acid CC=1C=C(C=2N(C(C=C(N2)N2CCOCC2)=O)C1)C(C)NC1=C(C(=O)O)C=CC=C1